4-methyl-3-isocyanato-1-isothiocyanatobenzene sodium [Na].CC1=C(C=C(C=C1)N=C=S)N=C=O